trans-4-guanidinomethylcyclohexanecarboxylic acid N(C(=N)N)C[C@@H]1CC[C@H](CC1)C(=O)O